ClC1=C(C=CC(=C1)C(F)(F)F)NC(=O)C1(CCC1)N1N=CC(=C1)C#CC1CN(C1)C1CN(C1)C=1C=C2C(N(C(C2=CC1)=O)C1C(NC(CC1)=O)=O)=O N-(2-chloro-4-(trifluoromethyl)phenyl)-1-(4-((1'-(2-(2,6-dioxopiperidin-3-yl)-1,3-dioxoisoindolin-5-yl)-[1,3'-biazetidin]-3-yl)ethynyl)-1H-pyrazol-1-yl)cyclobutane-1-carboxamide